Racemic-N-(8-fluoro-6-oxo-1,4,5,6-tetrahydro-2H-pyrano[3,4-c]isoquinolin-1-yl)-N-methylindolizine-6-carboxamide FC=1C=CC=2C3=C(NC(C2C1)=O)COC[C@@H]3N(C(=O)C3=CN1C=CC=C1C=C3)C |r|